ClC=1C=C2C(=NC(=NC2=C(C1C1=CC=CC2=CC=CC=C12)F)OC[C@H]1N(CCC1)C)N1CC2CCC(C1)N2 6-chloro-4-{3,8-diazabicyclo[3.2.1]oct-3-yl}-8-fluoro-2-{[(2S)-1-methylpyrrolidin-2-yl]methoxy}-7-(naphthalen-1-yl)quinazoline